5-hydroxy-N,N-diisopropyltryptamine OC1=CC=C2NC=C(CCN(C(C)C)C(C)C)C2=C1